2-(3,5-difluoropyridin-4-yl)acetonitrile FC=1C=NC=C(C1CC#N)F